tert-butyl (1S)-1-methyl-5-oxo-1,3,4,4a,6,7,8,8a-octahydroisoquinoline-2-carboxylate C[C@@H]1N(CCC2C(CCCC12)=O)C(=O)OC(C)(C)C